FC1=C(C=C(C(=C1)C)C1=CC2=C(N=C(N=C2)NC)N=C1C)NC(=O)C1=NN(C=C1)C1=CC=C(C=C1)F N-(2-fluoro-4-methyl-5-(7-methyl-2-(methylamino)pyrido[2,3-d]pyrimidin-6-yl)phenyl)-1-(4-fluorophenyl)-1H-pyrazole-3-carboxamide